1-((1-butoxypropane-2-yl)oxy)propan-2-ol C(CCC)OCC(C)OCC(C)O